N-(2-(4-((1S,4S)-2-oxa-5-azabicyclo[2.2.1]heptane-5-yl)piperidine-1-yl)-4-methoxy-5-((6-((R)-3-(naphthalene-2-yl)isoxazolidine-2-yl)pyrimidine-4-yl)amino)phenyl)acrylamide [C@@H]12OC[C@@H](N(C1)C1CCN(CC1)C1=C(C=C(C(=C1)OC)NC1=NC=NC(=C1)N1OCC[C@@H]1C1=CC3=CC=CC=C3C=C1)NC(C=C)=O)C2